C(CCCCCCCCCCCCCCCCCCC)(=O)O[C@@H]1[C@](O[C@H](C1)N1C2=NC(=NC(=C2N=C1)N)F)(CO[P@](=O)(OC1=CC=CC=C1)N[C@H](C(=O)OC(CCC)CCC)CC1=CC=CC=C1)C#C (2R,3S,5R)-5-(6-amino-2-fluoro-9H-purin-9-yl)-2-ethynyl-2-((((S)-(((S)-1-(heptan-4-yloxy)-1-oxo-3-phenylpropan-2-yl)amino)(phenoxy)phosphoryl)oxy)methyl)tetrahydrofuran-3-yl icosanoate